BORONOPHENYLALANINE B(O)(O)N[C@@H](CC1=CC=CC=C1)C(=O)O